C(C)C=1C(NC(=NC1)C12CC(C(C1)C2)N2CCNCC2)=O 5-ethyl-2-(3-(piperazin-1-yl)bicyclo[2.1.1]hexan-1-yl)pyrimidin-4(3H)-one